FC1=C(C=CC=C1)C[C@@H](C(=O)NC1=CC=C(C=C1)C=1C(=[N+](C=CC1C)[O-])C)NC(=O)C1=CC=NN1C (S)-3-(4-(3-(2-fluorophenyl)-2-(1-methyl-1H-pyrazole-5-carboxamido)propanamido)phenyl)-2,4-dimethylpyridine 1-oxide